CC1=NN2C(N=CC(=C2)C(=O)N[C@H]2C[C@H](CCC2)NC2=CC(=NC3=CC=CC=C23)C(F)(F)F)=C1 2-methyl-N-[(1R,3S)-3-{[2-(trifluoromethyl)quinolin-4-yl]amino}cyclohexyl]pyrazolo[1,5-a]pyrimidine-6-carboxamide